ClC=1C=NN(C(C1Cl)=O)C(C(=O)N)C 2-(4,5-dichloro-6-oxopyridazin-1(6H)-yl)propanamide